IC1=C(C=C(C(=C1)C(F)(F)F)C=C)F 1-Iodo-2-fluoro-5-(trifluoromethyl)-4-vinylbenzene